tert-butyl N-[6-(3-bromo-2-thienyl)hexyl]carbamate tert-Butyl-N-[6-(3-bromo-2-thienyl)hexyl]carbamate C(C)(C)(C)OC(NCCCCCCC=1SC=CC1Br)=O.BrC1=C(SC=C1)CCCCCCNC(OC(C)(C)C)=O